(3S)-3-(5-chloropyrimidin-2-yl)-3-[1-(trifluoromethyl)cyclopropyl]propanoic acid ClC=1C=NC(=NC1)[C@@H](CC(=O)O)C1(CC1)C(F)(F)F